CN1CCN(CC1)C1CCN(CC1)C1=C(C=C(N)C=C1)S(=O)(=O)C 4-(4-(4-methylpiperazine-1-yl)piperidine-1-yl)-3-(methylsulfonyl)aniline